5-methyl-2,2-dioxooxathiazin-4-one CC=1C(NS(OC1)(=O)=O)=O